[4-[[3-(3-chloro-4-methoxyphenyl)imidazo[1,2-a]pyrazin-8-yl]amino]phenyl]-piperidin-1-ylmethanone ClC=1C=C(C=CC1OC)C1=CN=C2N1C=CN=C2NC2=CC=C(C=C2)C(=O)N2CCCCC2